(R)-(1,3-Dimethyl-azetidin-3-yl)-(4-isopropyl-phenyl)-{5-[1-(2-methoxy-ethyl)-5-(tetrahydro-pyran-4-yl)-1H-[1,2,4]triazol-3-yl]-pyridin-3-yl}-methanol CN1CC(C1)(C)[C@@](O)(C=1C=NC=C(C1)C1=NN(C(=N1)C1CCOCC1)CCOC)C1=CC=C(C=C1)C(C)C